CN([C@H]1CN(CC1)C1=CC(=C(C=C1)NC1=NC(=NC=C1C(F)(F)F)NC1=CC=C(COC(C2=CC=CC=C2)=O)C=C1)P(=O)(C)C)C.OC1=CC=C(C=C1)C(C)C1=CC=C(C=C1)O 1,1-bis(4-hydroxyphenyl)ethane (R)-4-((4-((4-(3-(dimethylamino)pyrrolidine-1-yl)-2-(dimethylphosphoryl)phenyl)amino)-5-(trifluoromethyl)pyrimidin-2-yl)amino)benzyl-benzoate